C(C)N(C1=CC=C2C=C(C(OC2=C1)=O)C=O)CC 7-(diethylamino)coumarinaldehyde